1-((3S,4R)-4-(3,4-difluorophenyl)-1-(2-methoxyethyl)pyrrolidin-3-yl)-3-(4-ethyl-3-(2-hydroxy-2-methylpropoxy)-1-phenyl-1H-pyrazol-5-yl)urea FC=1C=C(C=CC1F)[C@H]1[C@@H](CN(C1)CCOC)NC(=O)NC1=C(C(=NN1C1=CC=CC=C1)OCC(C)(C)O)CC